5-benzyl-N-(cis-4-methyl-3-oxo-1,1a,2,3,4,8b-hexahydrocyclopropa[d]pyrido[2,3-b]azepin-2-yl)-1H-pyrazole-3-carboxamide C(C1=CC=CC=C1)C1=CC(=NN1)C(=O)NC1C2C(C3=C(N(C1=O)C)N=CC=C3)C2